5-(1H-pyrazol-4-yl)furan-2-carboxamide, formate salt C(=O)O.N1N=CC(=C1)C1=CC=C(O1)C(=O)N